CN(CCN(C1=C(C=C(C(=C1)OC)NC1=NC=NC(=C1)N1OCC[C@@H]1C=1C=C(C=CC1)C1=C(C(=CC=C1)C(F)(F)F)F)NC(C=C)=O)C)C (R)-N-(2-((2-(dimethylamino)-ethyl)(methyl)-amino)-5-((6-(3-(2'-fluoro-3'-(trifluoromethyl)-[1,1'-biphenyl]-3-yl)isoxazolidin-2-yl)pyrimidin-4-yl)-amino)-4-methoxy-phenyl)acrylamide